COC=1C=C2CN(C(C2=C(C1)OC)=O)C1C(NC(CC1)=O)=O 3-(5,7-dimethoxy-1-oxoisoindolin-2-yl)piperidine-2,6-dione